4-(3-formylphenyl)-3-hydroxy-benzamide C(=O)C=1C=C(C=CC1)C1=C(C=C(C(=O)N)C=C1)O